ClC=1C=C(CNCCCCNCCNC2=NC3=C(C4=CN=CC=C24)C=CC(=C3)C(=O)N)C=CC1C1=NC=CC=C1 5-((2-((4-((3-Chloro-4-(pyridin-2-yl)benzyl)amino)butyl)amino)ethyl)amino)benzo[c][2,6]naphthyridine-8-carboxamide